2-ethyl-2-t-butyl-1,3-propanediol C(C)C(CO)(CO)C(C)(C)C